C1(=CC=CC=C1)CC(=O)NC1=CC=C(C=C1)N1C2=C(NC(CC1=O)=O)C1=CC=CC=C1C=C2 5-[4-(2-phenylacetylamino)phenyl]-1H-naphtho[1,2-b][1,4]diazepine-2,4(3H,5H)-dione